(2s)-2-(2-tert-butoxycarbonyl-5-oxo-2,6-diazaspiro[3.4]octan-6-yl)-3-methyl-butanoic acid C(C)(C)(C)OC(=O)N1CC2(C1)C(N(CC2)[C@H](C(=O)O)C(C)C)=O